Tert-butyl (3aR,4S,6aR)-5-acetamido-4-allyl-5-(tert-butylcarbamoyl)hexahydrocyclopenta[c]pyrrole-2(1H)-carboxylate C(C)(=O)NC1([C@H]([C@H]2[C@H](CN(C2)C(=O)OC(C)(C)C)C1)CC=C)C(NC(C)(C)C)=O